C[C@@H]1CN(CCN1C1=NC=C(C=C1)S(F)(F)(F)(F)F)C(CCOC[C@H](C)NC=1C(=CN=NC1)C(F)(F)F)=O 5-(((S)-1-(3-((R)-3-methyl-4-(5-(pentafluoro-λ6-sulfanyl)pyridin-2-yl)piperazin-1-yl)-3-oxopropoxy)propan-2-yl)amino)-4-(trifluoromethyl)pyridazine